N=1C=CN2C1C=C(C=C2)C(C)=O (imidazo[1,2-a]pyridin-7-yl)ethanone